1-{5-bromo-4-chloro-1H-pyrrolo[2,3-b]pyridin-3-yl}-2,2-difluoroethanone BrC=1C(=C2C(=NC1)NC=C2C(C(F)F)=O)Cl